BrC=1C=C(C=CC1F)CC(=O)O 2-(3-bromo-4-fluoro-phenyl)acetic acid